(S)-7-methyl-3-(3,4,5-trifluorophenyl)-2,4,5,7-tetrahydro-6H-pyrazolo[3,4-c]pyridine-6-carboxylic acid tert-butyl ester C(C)(C)(C)OC(=O)N1[C@H](C=2C(CC1)=C(NN2)C2=CC(=C(C(=C2)F)F)F)C